(R)-(8-propionamido-5,6,7,8-tetrahydroisoquinolin-4-yl)boronic acid C(CC)(=O)N[C@@H]1CCCC=2C(=CN=CC12)B(O)O